FC=1C=C(C=C(C1)F)[C@@H]1CCN2N1C(C1(C2)CCN(CC1)C1=NC=C(C#N)C=C1)=O (S)-6-(7'-(3,5-difluorophenyl)-1'-oxodihydro-1'H,3'H,5'H-spiro[piperidine-4,2'-pyrazolo[1,2-a]pyrazol]-1-yl)nicotinonitrile